4,4'-(hydrazine-1,2-diyl)bisphenol N(NC1=CC=C(C=C1)O)C1=CC=C(C=C1)O